N1(CCNCCC1)C=1N=C(C2=C(C=NNC2=O)N1)NC1=CC=C(CN2CCC(CC2)C(=O)O)C=C1 1-(4-((2-(1,4-diazepan-1-yl)-5-oxo-5,6-dihydropyrimido[4,5-d]pyridazin-4-yl)amino)benzyl)piperidine-4-carboxylic acid